C(C)(C)(C)OC(=O)N1CC=2N(CC1)C=C(N2)CO.BrC2=CC=CC1=C2N(C(N1)=O)C1CCN(CC1)C(=O)NC1=CC(=C(C=C1)Cl)Cl 4-(7-Bromo-2-oxo-2,3-dihydro-1H-1,3-benzodiazol-1-yl)-N-(3,4-dichlorophenyl)piperidine-1-carboxamide tert-Butyl-2-(hydroxymethyl)-6,8-dihydro-5H-imidazo[1,2-a]pyrazine-7-carboxylate